C(C)N1C=NC2=C1N=NC=C2C=2C=CC(=C(C2)C2=C(CCC=C2)OC)F 5-(5-(7-ethyl-7H-imidazo[4,5-c]pyridazin-4-yl)-2-fluorophenyl)-4-methoxy-2,3-dihydrobenzene